ClC1=C2C=C(N(C2=CC=C1)C(=O)OC(C)(C)C)CN1C(N(C=2N=C(N(C2C1=O)C)C(C)=NO)CC)=O tert-Butyl 4-chloro-2-((3-ethyl-8-(1-(hydroxyimino)ethyl)-7-methyl-2,6-dioxo-2,3,6,7-tetrahydro-1H-purin-1-yl)methyl)-1H-indole-1-carboxylate